ClC1=CC=C(C[C@H]2CC[C@@]([C@]2(O)CN2N=CN=C2)(C)CCl)C=C1 (1S,2R,5R)-5-(4-chlorobenzyl)-2-(chloromethyl)-2-methyl-1-(1H-1,2,4-triazol-1-ylmethyl)cyclopentane-1-ol